(R)-1-(L-valyl)-N-(6-(trifluoromethoxy)benzo[d]thiazol-2-yl)pyrrolidine-2-carboxamide N[C@@H](C(C)C)C(=O)N1[C@H](CCC1)C(=O)NC=1SC2=C(N1)C=CC(=C2)OC(F)(F)F